(R)-5-(benzo[b]thiophen-5-yl)-N-(1-methylpiperidin-3-yl)imidazo[1,2-d][1,2,4]triazin-8-amine S1C2=C(C=C1)C=C(C=C2)C2=NN=C(C=1N2C=CN1)N[C@H]1CN(CCC1)C